FC=1C(=NC(=CC1)F)NC1=NC=CC=C1C1=NC(=C(C(=N1)C(=O)N)O)C1=C2C=NNC2=CC=C1C 2-[2-[(3,6-difluoro-2-pyridyl)amino]-3-pyridyl]-5-hydroxy-6-(5-methyl-1H-indazol-4-yl)pyrimidine-4-carboxamide